C(C)(C)(C)OC(=O)N(C(=O)OC(C)(C)C)CC=1C=NC(=NC1)N1C[C@@H](NCC1)C(=O)OC(C)(C)C tert-butyl (2R)-4-(5-((bis(tert-butoxycarbonyl)amino)methyl)pyrimidin-2-yl)piperazine-2-carboxylate